C(C)(C)(C)OC(=O)N1C[C@@H](N(CC1)C1=NC(=NC2=C(C(=C(C=C12)F)Br)F)F)C (S)-4-(7-bromo-2,6,8-trifluoroquinazolin-4-yl)-3-methylpiperazine-1-carboxylic acid tert-butyl ester